6-(Cyclohexylmethyl)pyridazin-3-amine C1(CCCCC1)CC1=CC=C(N=N1)N